9-(4-((1-(3-fluoropropyl)azetidin-3-ylidene)methyl)phenyl)-6,7-dihydro-5H-benzo[7]annulene-3-carboxylic acid FCCCN1CC(C1)=CC1=CC=C(C=C1)C1=CCCCC2=C1C=CC(=C2)C(=O)O